4-Chlorophenyl-boronic acid ClC1=CC=C(C=C1)B(O)O